2-((2-Methyl-4-methoxyphenyl)amino)-4-(tetrahydro-2H-pyran-4-yl)-8,9-dihydro-7H-pyrido[1,2,3-gh]purin-5(4H)-one CC1=C(C=CC(=C1)OC)NC1=NC2=C3N(C(N(C3=N1)C1CCOCC1)=O)CCC2